tert-butyl (1R,3r,5S)-3-((6-((5-((S)-tetrahydrofuran-3-yl)-1H-pyrazol-3-yl)amino)pyrazin-2-yl)oxy)-9-azabicyclo[3.3.1]nonane-9-carboxylate O1C[C@@H](CC1)C1=CC(=NN1)NC1=CN=CC(=N1)OC1C[C@H]2CCC[C@@H](C1)N2C(=O)OC(C)(C)C